C(C)(=O)C1CC(C1)C(C=1C=C(C=CC1)N1C(C2=CC(=CC(=C2C1)C(F)(F)F)CNC1(CCC1)C)=O)C1=NN=CN1C 2-(3-((3-acetylcyclobutyl)(4-methyl-4H-1,2,4-triazol-3-yl)methyl)phenyl)-6-(((1-methylcyclobutyl)amino)methyl)-4-(trifluoromethyl)isoindolin-1-one